11-chloro-dibenzo[b,f][1,4]thiazepine ClC1=NC2=C(SC3=C1C=CC=C3)C=CC=C2